N,N-dimethyl-3-(trimethoxysilyl)propan-1-amine CN(C)CCC[Si](OC)(OC)OC